ClC=1C=C(C=C(C1F)Cl)C1(CC(=NO1)N1CC=2C=NC(=CC2C1)C(=O)NCCN1N=C(C=C1C)C)C(F)(F)F 2-(5-(3,5-dichloro-4-fluorophenyl)-5-(trifluoromethyl)-4,5-dihydroisoxazol-3-yl)-N-(2-(3,5-dimethyl-1H-pyrazol-1-yl)ethyl)-2,3-dihydro-1H-pyrrolo[3,4-c]pyridine-6-carboxamide